2-(Aminomethyl)-5-fluoropyridine NCC1=NC=C(C=C1)F